methyl 2-(bis(3-chloro-4-fluorophenyl)methyl)-1-((2-(trimethylsilyl)ethoxy)methyl)-1H-imidazole-5-carboxylate ClC=1C=C(C=CC1F)C(C=1N(C(=CN1)C(=O)OC)COCC[Si](C)(C)C)C1=CC(=C(C=C1)F)Cl